(S)-4-(2,6-difluorobenzyl)-N-(7-((4-hydroxy-4-methylpentyl)oxy)-5-methyl-4-oxo-2,3,4,5-tetrahydrobenzo[b][1,4]oxazepin-3-yl)-1H-pyrazole-1-carboxamide FC1=C(CC=2C=NN(C2)C(=O)N[C@@H]2C(N(C3=C(OC2)C=CC(=C3)OCCCC(C)(C)O)C)=O)C(=CC=C1)F